ClC1=CC=C(CN2C(=NC=3N(C(N(C(C23)=O)CCCO)=O)CC)C#CCOC2CCC2)C=C1 (4-chlorobenzyl)-8-(3-cyclobutoxyprop-1-yn-1-yl)-3-ethyl-1-(3-hydroxypropyl)-3,7-dihydro-1H-purine-2,6-dione